C(CCCCCCCCCCC)(=O)O.OCC(O)CO.OCC(O)CO Diglycerin monolaurate